C(CCC)=C(CCC(=O)[O-])CCCCCCCCCCCCCC(=O)[O-] 4-butylidene-octadecanedioate